tert-butyl N-(1-methylcyclopropyl)-N-(pyrrolidin-3-yl)carbamate CC1(CC1)N(C(OC(C)(C)C)=O)C1CNCC1